FC(CN1CCNC(C2=C1C1=C(O2)C=CC(=C1)C(F)(F)F)=O)(C1CCC(CC1)O)F 1-(2,2-difluoro-2-((1r,4r)-4-hydroxycyclohexyl)ethyl)-9-(trifluoromethyl)-1,2,3,4-tetrahydro-5H-benzofuro[3,2-e][1,4]diazepin-5-one